tris(2,4,6-trimethylphenyl) phosphate P(=O)(OC1=C(C=C(C=C1C)C)C)(OC1=C(C=C(C=C1C)C)C)OC1=C(C=C(C=C1C)C)C